CC(C(=O)N(C1CCN(CC1)C(CC1=CC=CC=C1)C)C1=CC=CC=C1)C 2-methyl-N-phenyl-N-[1-(1-phenylpropan-2-yl)piperidin-4-yl]propanamide